(3r,5r)-3,5-heptanediol CC[C@H](C[C@@H](CC)O)O